3-(Pyrrolidin-3-yl)-1-sulfamoyl-pyrrole-2-carboxylic acid hydrochloride Cl.N1CC(CC1)C1=C(N(C=C1)S(N)(=O)=O)C(=O)O